C(C)[Si](O[Si](O[Si](C)(C)CC)(C)O[Si](C)(C)C)(C)C 1,5-diethyl-3-trimethylsiloxy-1,1,3,5,5-pentamethyltrisiloxane